OC1(CC(C1)NC1=NC=CC2=CC=C(C=C12)C1=NOC(=N1)C)C(=O)O 1-hydroxy-3-[[7-(5-methyl-1,2,4-oxadiazol-3-yl)-1-isoquinolyl]amino]cyclobutane-carboxylic acid